3-((5-(aminomethyl)-1-(4,4,4-trifluorobutyl)-1H-benzo[d]imidazol-2-yl)methyl)-1-methyl-1,3-dihydro-2H-imidazo[4,5-c]pyridin-2-one NCC1=CC2=C(N(C(=N2)CN2C(N(C3=C2C=NC=C3)C)=O)CCCC(F)(F)F)C=C1